1,5,6-trimethylpyridin-2(1H)-one CN1C(C=CC(=C1C)C)=O